C(C(=C)C)(=O)OCCC[Si](OCC)(OCC)CC methacryloxypropylethyldiethoxysilane